N-[4-Amino-1-(2-trimethylsilylethoxymethyl)pyrazolo[4,3-c]pyridin-7-yl]-2-oxo-2-[(2S,5S)-2-ethyl-5-methyl-1-piperidyl]acetamide NC1=NC=C(C2=C1C=NN2COCC[Si](C)(C)C)NC(C(N2[C@H](CC[C@@H](C2)C)CC)=O)=O